(2R)-hept-6-yn-2-ol C[C@H](CCCC#C)O